C1(=CC=CC=C1)C(=C(C1=CC=CC=C1)C1=CC=CC=C1)C1=CC=CC=C1 1,1,2,2-Tetraphenylethylene